3-Amino-1-(4-amino-2-chlorophenyl)-4-(methylamino)-7-(trifluoromethyl)-1,8-naphthyridine NC=1CN(C2=NC(=CC=C2C1NC)C(F)(F)F)C1=C(C=C(C=C1)N)Cl